C1CCC(CC1)NC(C1=CC(C(=O)NC2CCCCC2)=CC(C(=O)NC2CCCCC2)=C1)=O trimesic acid tris(4-cyclohexyl amide)